C(C)NCCN(C)C n-ethyl-2-dimethylaminoethylamine